FC1=C2CCN(C2=CC=C1)C1=NC=CC=C1 4-fluoro-N-pyridylindoline